N-[3-(5-{5-azaspiro[2.3]hex-5-yl}-2H-pyrazolo[3,4-b]pyridin-2-yl)-4-fluorophenyl]-3,3-difluoroazetidine-1-carboxamide C1CC12CN(C2)C2=CC=1C(N=C2)=NN(C1)C=1C=C(C=CC1F)NC(=O)N1CC(C1)(F)F